trifluorosulfinate FS(=O)([O-])(F)F